BrCCCOCC1=CC=CC=C1 1-bromo-3-benzyl-oxypropane